O[C@@H](CONC(=O)C1=CC=C2C(=CC=NC2=C1)OC1=CC=C(C=C1)NC(=O)C1(CC1)C(=O)NC1=CC=C(C=C1)F)CO 1-N-[4-[7-[[(2R)-2,3-dihydroxypropoxy]carbamoyl]quinolin-4-yl]oxyphenyl]1-N'-(4-fluorophenyl)cyclopropane-1,1-dicarboxamide